Cl.C[C@H]1NCCOC1 (R)-3-methyl-morpholine hydrochloride